[Na].SC1=NC(=NC(=N1)S)S 2,4,6-trimercaptos-triazine monosodium salt